9-(tert-butyl) 3-ethyl 4-(methoxymethyl)-6-phenyl-9H-pyrido[3,4-b]indole-3,9-dicarboxylate COCC1=C(N=CC=2N(C3=CC=C(C=C3C21)C2=CC=CC=C2)C(=O)OC(C)(C)C)C(=O)OCC